BrC1=CC=C2C(=C(C(=NC2=C1F)OC[C@]12CCCN2C[C@@H](C1)F)F)N1C[C@H]2CC[C@@H](C1)N2C(=O)OC(C)(C)C tert-butyl (1R,5S)-3-(7-bromo-3,8-difluoro-2-(((2R,7aS)-2-fluorotetrahydro-1H-pyrrolizin-7a(5H)-yl)methoxy)quinolin-4-yl)-3,8-diazabicyclo[3.2.1]octane-8-carboxylate